C(C=C)[N+](CCCCCC)(CCCCCC)CC=C diallyldihexylammonium